(S)-2-((4-((4-(3-((2-(1-hydroxyethyl)-1H-imidazol-1-yl)methyl)isoxazol-5-yl)phenyl)ethynyl)benzyl)amino)acetamide O[C@@H](C)C=1N(C=CN1)CC1=NOC(=C1)C1=CC=C(C=C1)C#CC1=CC=C(CNCC(=O)N)C=C1